O.P(=O)([O-])([O-])[O-].[Mn+2].[Fe+2] iron manganese phosphate hydrate